OC1(C[C@@H](N[C@@H](C1)C)C)CC(=O)OC(C)(C)C tert-butyl 2-[(2s,6r)-4-hydroxy-2,6-dimethyl-4-piperidyl]acetate